(5R)-3-Bromo-5-[(3S)-1-[[4-(trifluoromethyl)phenyl]methyl]pyrrolidin-3-yl]-4,5-dihydroisoxazole BrC1=NO[C@H](C1)[C@@H]1CN(CC1)CC1=CC=C(C=C1)C(F)(F)F